[Cl-].C[N+](CCCCCCCCCCCCCCCCCC)(C)C trimethyl-(octadecyl)azanium chloride